2,2',4,6-tetrachlorobiphenyl ClC1=C(C(=CC(=C1)Cl)Cl)C1=C(C=CC=C1)Cl